(R)-N,N-dimethyl-α-[2-(1-naphthyloxy)ethyl]benzylamine CN(C)[C@@H](C1=CC=CC=C1)CCOC1=CC=CC2=CC=CC=C12